NC1=C(C2=C(S1)CC(CC2)NC(OC(C)(C)C)=O)C=2SC1=C(N2)C=CC=C1 tert-butyl (2-amino-3-(benzo[d]thiazol-2-yl)-4,5,6,7-tetrahydrobenzo[b]thiophen-6-yl)carbamate